2-(1-(acetyl-1,7-diazaspiro[4.4]nonan-7-yl)phenyl)-N-hydroxyacrylamide C(C)(=O)N1CCCC12CN(CC2)C2(CC=CC=C2)C(C(=O)NO)=C